CN1N=C(C2=CC=CC(=C12)N1CC2(CC1)CNCCC2)C2C(NC(CC2)=O)=O 3-(1-methyl-7-(2,7-diazaspiro[4.5]decan-2-yl)-1H-indazol-3-yl)piperidine-2,6-dione